1-(difluoromethoxy)-6-methyl-7,8-dihydro-7,10-methanopyrido[4,3-c]azocine-5,9(6H,10H)-dione FC(OC1=NC=CC=2C(N(C3CC(C(C21)C3)=O)C)=O)F